C1(CC1)CN1CC2=CC=CC(=C2C1=O)NC(=O)C1=C(C=NC2=CC=CC=C12)C(F)(F)F N-(2-(cyclopropylmethyl)-3-oxoisoindolin-4-yl)-3-(trifluoromethyl)quinoline-4-carboxamide